[Cl-].[Na+].P(=O)(O)(O)O.[Cl-].C[NH2+]C dimethyl-ammonium chloride phosphate sodium chloride